(R)-N-(1-(3-(difluoromethyl)-2-fluorophenyl)ethyl)-2-methyl-6-(piperidin-4-yl)pyrido[2,3-d]pyrimidin-4-amine FC(C=1C(=C(C=CC1)[C@@H](C)NC=1C2=C(N=C(N1)C)N=CC(=C2)C2CCNCC2)F)F